Ethyl (E)-5-(trans-4-((tert-butoxycarbonyl)amino)cyclohexyl)pent-2-enoate C(C)(C)(C)OC(=O)N[C@@H]1CC[C@H](CC1)CC/C=C/C(=O)OCC